C1(CC1)[C@H](CNC(=O)C=1NC(C=NC1)=O)CC1=C(C=CC(=C1)F)F (R)-N-(2-cyclopropyl-3-(2,5-difluorophenyl)propyl)-6-oxo-1,6-dihydropyrazine-2-carboxamide